FC1=CC=C(C=C1)C=1N(C(=C(C1C1=CC=CC=C1)C(NC1=CC=C(C=C1)O)=O)C(C)C)CC[C@H](C[C@H](CC(=O)O)O)O (3R,5R)-7-[2-(4-fluorophenyl)-4-[(4-hydroxyphenyl)carbamoyl]-3-phenyl-5-propan-2-ylpyrrol-1-yl]-3,5-dihydroxyheptanoic acid